[Fe+3].C(C)(=O)CC(C)=O Acetylacetone iron(III)